(R)-N-(2-methoxyethyl)-N,5-dimethyl-4-(5',7',8',9'-tetrahydrospiro[azetidine-3,6'-pyrido[3,4-b]indol]-1-yl)hexan-1-amine COCCN(CCC[C@H](C(C)C)N1CC2(CC=3C4=C(NC3CC2)C=NC=C4)C1)C